n-Hexadecanal CCCCCCCCCCCCCCCC=O